(S)-4-(6-bromo-7-(2-fluorophenyl)-1-(2-isopropyl-4-methylpyridin-3-yl)-2-oxo-1,2-dihydroquinazolin-4-yl)-3-methylpiperazine-1-carboxylic acid tert-butyl ester C(C)(C)(C)OC(=O)N1C[C@@H](N(CC1)C1=NC(N(C2=CC(=C(C=C12)Br)C1=C(C=CC=C1)F)C=1C(=NC=CC1C)C(C)C)=O)C